NC=1C=2N(C=CN1)C(=NC2C2=C(C=C(C(=O)NC1=NC=CC(=C1)C(F)(F)F)C=C2F)OCC)[C@H]2CN1C(CC3([C@@H]1CC2)CC3)=O 4-{8-Amino-3-[(6'R,8a'S)-3'-oxohexahydro-5'H-spiro[cyclopropan-1,1'-indolizin]-6'-yl]imidazo[1,5-a]pyrazin-1-yl}-3-ethoxy-5-fluoro-N-[4-(trifluoromethyl)pyridin-2-yl]benzamid